C(N(C1=CC=CC=C1)CC)N(C1=CC=CC=C1)CC Methylenebis(ethylaniline)